C1(CCC1)OC1=C(C(=O)NS(=O)(=O)N2CCCC2)C=CC(=C1)C(=O)N1CC2=C(CC1)C=1C(=CC(=C(C1OC2=O)C)N2C[C@@H]1COCCN1CC2)C (R)-2-cyclobutoxy-4-(8-(hexahydropyrazino[2,1-c][1,4]oxazin-8(1H)-yl)-7,10-dimethyl-5-oxo-1,3,4,5-tetrahydro-2H-chromeno[3,4-c]pyridine-3-carbonyl)-N-(pyrrolidin-1-ylsulfonyl)benzamide